OC1=C(N2C(C3=CC(=CC=C13)C(F)(F)F)=NC=N2)C(=O)OC methyl 6-hydroxy-9-(trifluoromethyl)-[1,2,4]triazolo[5,1-a]isoquinoline-5-carboxylate